CC1(O[C@@](CN(C1)C(C=C)=O)(COC=1C=2N(C=C(N1)C=1C=NN(C1)C)N=CC2)C)C |r| (S) and (R)-1-(2,2,6-trimethyl-6-(((6-(1-methyl-1H-pyrazol-4-yl)pyrazolo[1,5-a]pyrazin-4-yl)oxy)methyl)morpholino)prop-2-en-1-one